FC(CN1N=C(C=C1)CNC(=S)NC(=O)OCC)F 1-((1-(2,2-difluoroethyl)-1H-pyrazol-3-yl)methyl)-3-(ethoxycarbonyl)thiourea